3-(4-(2,6-dimethylphenyl)-6-((2-methyltetrahydrofuran-2-yl)ethynyl)pyridin-2-yl)propanoic acid CC1=C(C(=CC=C1)C)C1=CC(=NC(=C1)C#CC1(OCCC1)C)CCC(=O)O